NC=1SC(=CN1)CC(=O)NC1=CC=C(C=C1)CCCl 2-(2-aminothiazole-5-yl)-N-[4-(2-chloro-ethyl)-phenyl]-acetamide